C(#N)C(C)(C)C1=CC=C(C=C1)C(CC)N1C[C@@H](N(C[C@H]1CC)C=1C2=C(N(C(N1)=O)C)C=CC(=N2)C#N)CC 4-((2S,5R)-4-(1-(4-(2-cyanopropan-2-yl)phenyl)propyl)-2,5-diethylpiperazin-1-yl)-1-methyl-2-oxo-1,2-dihydropyrido[3,2-d]pyrimidine-6-carbonitrile